Cis-2-(5-benzyl-1-hydroxy-3a,6a-dimethyl-3-oxohexahydropyrrolo[3,4-c]pyrrol-2(1H)-yl)acetamide C(C1=CC=CC=C1)N1CC2(C(C1)(C(N(C2O)CC(=O)N)=O)C)C